C(C)(=O)C1=CC(=C(COC2=CC=CC(=N2)C=2CCN(CC2)CC2=NC3=C(N2C[C@H]2OCC2)C=C(C=C3)C(=O)[O-])C=C1)Cl (S)-2-((6-((4-acetyl-2-chlorobenzyl)oxy)-3',6'-dihydro-[2,4'-bipyridine]-1'(2'H)-yl)methyl)-1-(oxetan-2-ylmethyl)-1H-benzo[d]imidazole-6-carboxylate